BrC=1C=C(C(=NC1)C=1N=C2N(C(N(C(=C2)C(F)(F)F)C2CC2)=O)C1)S(=O)(=O)CC 2-(5-bromo-3-ethylsulfonyl-2-pyridyl)-6-cyclopropyl-7-(trifluoromethyl)-imidazo[1,2-c]pyrimidin-5-one